NC(CCNC1=CC(=C(C(=O)N[C@H]2CN(CC[C@@H]2F)C(=O)OC(C)(C)C)C=C1[N+](=O)[O-])F)=O tert-butyl (3S,4S)-3-(4-((3-amino-3-oxopropyl)amino)-2-fluoro-5-nitrobenzamido)-4-fluoropiperidine-1-carboxylate